[6,6-difluoro-1,4-diazabicyclo[3.2.2]nonan-4-yl]-[1-(4-methoxyphenyl)-1,4,6,7-tetrahydropyrano[4,3-c]pyrazol-3-yl]methanone FC1(C2N(CCN(C1)CC2)C(=O)C=2C1=C(N(N2)C2=CC=C(C=C2)OC)CCOC1)F